FC(C1=NN=C(S1)C1=NC=C2N1C=C(C=C2N2C[C@@H](OCC2)C(=O)NC)S(NC2(CC2)CC)(=O)=O)F (R)-4-(3-(5-(difluoromethyl)-1,3,4-thiadiazol-2-yl)-6-(N-(1-ethylcyclopropyl)sulfamoyl)imidazo[1,5-a]pyridin-8-yl)-N-methylmorpholine-2-carboxamide